ClC=1C=C2CCC[C@@](C2=CC1)(C(=O)OC)/C=N/O Methyl (S,E)-6-chloro-1-((hydroxyimino)methyl)-1,2,3,4-tetrahydronaphthalene-1-carboxylate